N-(4-((5-(4-(1H-pyrazol-1-yl)phenyl)-1H-pyrazol-3-yl)amino)-3-methylphenyl)methanesulfonamide N1(N=CC=C1)C1=CC=C(C=C1)C1=CC(=NN1)NC1=C(C=C(C=C1)NS(=O)(=O)C)C